FC1=C(C=CC=C1F)C(=O)N1CCC2(C(N3[C@H](O2)CC[C@H]3C3=CC(=CC(=C3)F)F)=O)CC1 (5'S,7a'R)-1-(2,3-difluoro-benzene-1-carbonyl)-5'-(3,5-difluorophenyl)tetra-hydro-3'H-spiro[piperidine-4,2'-pyrrolo[2,1-b][1,3]-oxazol]-3'-one